ClC1=NC=CC(=N1)C1=C(N2C(=NC=CC2=O)S1)C(C)C 2-(2-Chloro-pyrimidin-4-yl)-3-isopropyl-thiazolo[3,2-a]pyrimidin-5-one